(2Z)-6-[4-hydroxy-3-(trifluoro-methyl)phenyl]-2-(hydroxyimino)-2,3-dihydro-1H-inden-1-one OC1=C(C=C(C=C1)C1=CC=C2C/C(/C(C2=C1)=O)=N/O)C(F)(F)F